O[C@H]1C[C@@H](NC1)C(=O)N1CCN(CC1)C(=O)C1=C(C=C(NC=2C=3N(C=CN2)C(=CN3)C=3C(=NN(C3)CC#N)C(F)(F)F)C=C1)C 2-[4-[8-[4-[4-[(2R,4S)-4-hydroxypyrrolidine-2-carbonyl]piperazine-1-carbonyl]-3-methylanilino]imidazo[1,2-a]pyrazin-3-yl]-3-(trifluoromethyl)pyrazol-1-yl]acetonitrile